OCCOC1(C(=C2C=CC=CC2=CC1)C1=CC=CC2=CC=CC=C12)OCCO 2,2-bis(2-hydroxyethoxy)-1,1-binaphthyl